C(=O)(OC1=CC=C(C=C1)[N+](=O)[O-])OC(=O)OC1=CC=C(C=C1)[N+](=O)[O-] bis(4-nitrophenyl) dicarbonate